N1C(NC(C2=CC=CC=C12)=O)=O Quinazoline-2,4(3H)-dione